4,4'-methylenebis(4-methyl-6-tert-butylphenol) C(C1(CC=C(C(=C1)C(C)(C)C)O)C)C1(CC=C(C(=C1)C(C)(C)C)O)C